C(C)(C)(C)OC(=O)N1C[C@@H](CCC1)NC1=C2C(=NC=C1C(=O)OCC)N(C=C2)COCC[Si](C)(C)C ethyl (R)-4-((1-(tert-butoxycarbonyl)piperidin-3-yl)amino)-1-((2-(trimethylsilyl)ethoxy)methyl)-1H-pyrrolo[2,3-b]pyridine-5-carboxylate